C(C)(C)(C)OC(=O)N[C@H](COC=1C=C(C=C(C1)C)CCCCCC(=O)O)CCC(N)=O 6-[3-[(2S)-2-[(tert-butoxycarbonyl)amino]-4-carbamoylbutoxy]-5-methylphenyl]hexanoic acid